C(C)O[C@H]1CC[C@H](CC1)NC=1N=CC2=C(N1)NC=C2C=2C=CC1=C(N(N=N1)C)C2 N-(cis-4-Ethoxycyclohexyl)-5-(1-methyl-1H-benzo[d][1,2,3]triazol-6-yl)-7H-pyrrolo[2,3-d]pyrimidin-2-amine